NC1=CC=C(C(=C1C(=O)N(C)C)F)C=1C(=C2C(=NC1)NC[C@]21[C@H](C1)CCC)Cl 6-Amino-3-((1R,2S)-4'-chloro-2-propyl-1',2'-dihydrospiro[cyclopropane-1,3'-pyrrolo[2,3-b]pyridin]-5'-yl)-2-fluoro-N,N-dimethylbenzamide